4,6-dichloro-1-methyl-1,3-dihydrofuro[3,4-C]pyridin-3-ol ClC1=NC(=CC2=C1C(OC2C)O)Cl